OC(C)C=1C=C2N(C(=NN(C2=O)CC(=O)OCC)C(C)C)C1 ethyl 2-[7-(1-hydroxyethyl)-4-isopropyl-1-oxo-pyrrolo[1,2-d][1,2,4]triazin-2-yl]acetate